FC(C(=O)O)(F)F.C1(=CC=CC=C1)CC(=O)N 2-phenylacetamide trifluoroacetate salt